C(C)(C)C1=NC(=CC(=C1)NC1CS(CC1)(=O)=O)N1N=CC=2C(=NC(=CC21)C=2C=NC=CC2OC)C 3-((2-Isopropyl-6-(6-(4-methoxypyridin-3-yl)-4-methyl-1H-pyrazolo[4,3-c]pyridin-1-yl)pyridin-4-yl)amino)tetrahydrothiophene 1,1-dioxide